(E)-3-(3-azidothien-2-yl)-1-(3,4,5-trimethoxyphenyl)prop-2-en-1-one N(=[N+]=[N-])C1=C(SC=C1)/C=C/C(=O)C1=CC(=C(C(=C1)OC)OC)OC